NC1=NC2=NC=C(N=C2C(=N1)N)CN(C=O)C1=CC=C(C(=O)N[C@@H](CCCCNC2=C(C(=O)OC)C=C(C=C2)[N+](=O)[O-])C(=O)OC)C=C1 Methyl (S)-2-((5-(4-(N-((2,4-diaminopteridin-6-yl)methyl)formamido)benzamido)-6-methoxy-6-oxohexyl)amino)-5-nitrobenzoate